2-Benzyl-N-(5-iodoquinolin-8-yl)but-3-enamide C(C1=CC=CC=C1)C(C(=O)NC=1C=CC(=C2C=CC=NC12)I)C=C